5-(7-((4,4-difluoro-1-piperidinyl)carbonyl)-2-quinoxalinyl)-1-methyl-2(1H)-pyridinone FC1(CCN(CC1)C(=O)C1=CC=C2N=CC(=NC2=C1)C=1C=CC(N(C1)C)=O)F